C1(=CC=C(C=C1)N(C1=CC2=CC=C(C=C2C=C1)Br)C1=CC=C(C=C1)C1=CC=CC=C1)C1=CC=CC=C1 N,N-bis([1,1'-biphenyl]-4-yl)-6-bromonaphthalene-2-amine